N-((3-(benzyloxy)-1-butyl-6-methyl-4-oxo-1,4-dihydropyridin-2-yl)methyl)-2-methoxybenzamide C(C1=CC=CC=C1)OC1=C(N(C(=CC1=O)C)CCCC)CNC(C1=C(C=CC=C1)OC)=O